6,6,9-Trimethyl-3-pentylbenzo[c]chromene-1,8-diol CC1(OC=2C=C(C=C(C2C2=C1C=C(C(=C2)C)O)O)CCCCC)C